(5-amino-6-oxopyrimidin-1(6H)-ylmethyl)-4-(cyclopropylethynyl)-6-fluoro-4-(trifluoromethyl)-1,4-dihydro-2H-benzo[d][1,3]oxazin-2-one NC1=CN=CN(C1=O)CN1C(OC(C2=C1C=CC(=C2)F)(C(F)(F)F)C#CC2CC2)=O